C(C)(C)C=1C(=NNC1C=1C=C(C=2N(C1)N=CN2)OC)C=2SC(=CN2)C2CCN(CC2)C2CS(CC2)(=O)=O 3-(4-(2-(4-isopropyl-5-(8-methoxy-[1,2,4]triazolo[1,5-a]pyridin-6-yl)-1H-pyrazol-3-yl)thiazol-5-yl)piperidin-1-yl)tetrahydrothiophene 1,1-dioxide